CC1=C(C=C(C=C1)NC(=O)C1CC(NCC1)C(F)(F)F)C1=CC2=C(N=C(N=C2)NC)N2C1=NCC2 N-(4-methyl-3-(2-(methylamino)-8,9-dihydroimidazo[1',2':1,6]pyrido[2,3-d]pyrimidin-6-yl)phenyl)-2-(trifluoromethyl)piperidine-4-carboxamide